C(\C=C\CCCC)(=O)O (E)-2-Heptenoic Acid